(4S)-{8-fluoro-2-[4-(3-methoxyphenyl)piperazin-1-yl]-3-[2-methoxy-5-(trifluoromethyl)phenyl]-3,4-dihydro-quinazolin-4-yl}acetic acid FC=1C=CC=C2[C@@H](N(C(=NC12)N1CCN(CC1)C1=CC(=CC=C1)OC)C1=C(C=CC(=C1)C(F)(F)F)OC)CC(=O)O